(1r,4r)-4-((3-isopropyl-5-((tetrahydro-2H-pyran-4-yl)amino)pyrazolo[1,5-a]pyrimidin-7-yl)amino)cyclohexane-1-carboxylic acid 1-((E)-4-(dimethylamino)but-2-enoyl)pyrrolidin-3-yl ester CN(C/C=C/C(=O)N1CC(CC1)OC(=O)C1CCC(CC1)NC1=CC(=NC=2N1N=CC2C(C)C)NC2CCOCC2)C